tert-butyl-5-[5-methoxy-2-[[6-methyl-4-(methylamino)-2-pyridyl]amino]-4-pyridyl]-2,3,4,7-tetrahydroazepine-1-carboxylate C(C)(C)(C)OC(=O)N1CCCC(=CC1)C1=CC(=NC=C1OC)NC1=NC(=CC(=C1)NC)C